N-(4-(9,9-dimethyl-9H-fluoren-1-yl)phenyl)-3-methyl-[1,1'-biphenyl]-4-amine CC1(C2=CC=CC=C2C=2C=CC=C(C12)C1=CC=C(C=C1)NC1=C(C=C(C=C1)C1=CC=CC=C1)C)C